(E)-3-[3-(2,2,2-trifluoroethyl)triazol-4-yl]prop-2-enenitrile FC(CN1N=NC=C1/C=C/C#N)(F)F